FC(OC=1C=C(C=C(C1)F)O)F 3-(difluoromethoxy)-5-fluoro-phenol